N-[3-(7-{[(3S,4R)-3-fluoro-1-methylpiperidin-4-yl]amino}-3-(2,2,2-trifluoroethyl)pyrazolo[1,5-a]pyridin-2-yl)prop-2-yn-1-yl]-2,3-dihydro-1H-pyrrolizine-6-carboxamide F[C@H]1CN(CC[C@H]1NC1=CC=CC=2N1N=C(C2CC(F)(F)F)C#CCNC(=O)C2=CN1CCCC1=C2)C